7-hydroxy-1,2,3,4-tetrahydroisoquinoline-3-carboxamide OC1=CC=C2CC(NCC2=C1)C(=O)N